(((((1R,2S,5R)-2-carbamoyl-7-oxo-1,6-diazabicyclo[3.2.1]oct-6-yl) oxy) sulfonyl) oxy)-4,4-dimethylpentyl 2,6-dimethoxybenzoate COC1=C(C(=O)OC(CCC(C)(C)C)OS(=O)(=O)ON2[C@@H]3CC[C@H](N(C2=O)C3)C(N)=O)C(=CC=C1)OC